4-nitrophenyl (oxazol-4-ylmethyl) carbonate C(OC1=CC=C(C=C1)[N+](=O)[O-])(OCC=1N=COC1)=O